2-(2-chlorophenyl)-1-cyclopropyl-ethanone ClC1=C(C=CC=C1)CC(=O)C1CC1